(3R)-6-chloro-3-(5-chloro-2-methoxypyridin-3-yl)-3-methylindolin-2-one ClC1=CC=C2[C@](C(NC2=C1)=O)(C)C=1C(=NC=C(C1)Cl)OC